C(C1=CC=CC=C1)OC(C=1N=C(C2=C(NC3=CC(=CC=C23)C(=O)OC)N1)O)C1=CC=CC=C1 methyl 2-((benzyloxy) (phenyl) methyl)-4-hydroxy-9H-pyrimido[4,5-b]indole-7-carboxylate